5,5-Dimethyl-2-(3-methylbicyclo[1.1.1]pentan-1-yl)cyclohex-1-ene-1-carbaldehyde CC1(CCC(=C(C1)C=O)C12CC(C1)(C2)C)C